C(C)C1(COC1)CO 3-ethyl-3-oxetanmethanol